NC(=O)CNC(OCC(CC1=CC=C(C=C1)OCC)N)=O 2-amino-3-(4-ethoxyphenyl)propyl (aminocarbonyl)methylcarbamate